FC1=CC=C(C=N1)N1N=C(C2=CC=CC(=C12)C)C=1C=2N(C=CC1)N=C(C2)C 1-(6-fluoropyridin-3-yl)-7-methyl-3-(2-methylpyrazolo[1,5-a]pyridin-4-yl)-1H-indazole